2,4-diphenyl-6-(2-hydroxy-4-benziloxyphenyl)-1,3,5-triazine C1(=CC=CC=C1)C1=NC(=NC(=N1)C1=CC=CC=C1)C1=C(C=C(C=C1)OC(C(O)(C1=CC=CC=C1)C1=CC=CC=C1)=O)O